N-isopropyl-N-methyl-3-[2-(m-tolyl)ethynyl]-6,8-dihydro-5H-[1,2,4]triazolo[4,3-a]pyrazine-7-carboxamide C(C)(C)N(C(=O)N1CC=2N(CC1)C(=NN2)C#CC=2C=C(C=CC2)C)C